C(#N)C1(CCC(CC1)N1CCN(CCC1)C(=O)OCC#CC)C1=CC=NC=C1 but-2-yn-1-yl 4-[4-cyano-4-(pyridin-4-yl) cyclohexyl]-1,4-diazepan-1-carboxylate